OC1=CC=CC2=CC=CC=C12 hydroxy-naphthalene